9,10-bis(n-propyloxycarbonyl-methylene)anthracene C(CC)OC(=O)C=C1C2=CC=CC=C2C(C=2C=CC=CC12)=CC(=O)OCCC